1-cetyl-pyridinium perfluorobutanesulfonate salt FC(C(C(C(F)(F)F)(F)F)(F)F)(S(=O)(=O)[O-])F.C(CCCCCCCCCCCCCCC)[N+]1=CC=CC=C1